1-(2-chloro-6-(2,2-difluoroethoxy)pyridin-4-yl)-3-methylcyclobutane-1-carboxylic acid methyl ester COC(=O)C1(CC(C1)C)C1=CC(=NC(=C1)OCC(F)F)Cl